ClC=1C=C(C=2N(N1)C=CN2)C2(CC2)C(F)(F)F 6-chloro-8-[1-(trifluoromethyl)cyclopropyl]imidazo[1,2-b]pyridazine